C(C)C(C(CC)C1=CC=C(C=C1)O)C1=CC=C(C=C1)O 4,4'-(1,2-diethylethylene)diphenol